1-bromo-5-chloro-2,3-difluorobenzene BrC1=C(C(=CC(=C1)Cl)F)F